[Hg].[In] Indium-Mercury